(4,4-Difluorocyclohexyl)-N-iso-pentyl-2-methoxy-1H-imidazole-1-carboxamide FC1(CCC(CC1)C=1N=C(N(C1)C(=O)NCCC(C)C)OC)F